2-(3-fluoro-5-((R or S)-1-(((S)-((R)-7-fluoro-1,2,3,4-tetrahydro-1,5-naphthyridin-3-yl)(phenyl)methyl)amino)propan-2-yl)phenyl)acetic acid FC=1C=C(C=C(C1)[C@H](CN[C@H](C1=CC=CC=C1)[C@H]1CNC2=CC(=CN=C2C1)F)C)CC(=O)O |o1:7|